tert-butyl 9-(1-(2,6-bis(benzyloxy)pyridin-3-yl)-3-methyl-2-oxo-2,3-dihydro-1H-benzo[d]imidazol-5-yl)-3-azaspiro[5.5]undec-8-ene-3-carboxylate C(C1=CC=CC=C1)OC1=NC(=CC=C1N1C(N(C2=C1C=CC(=C2)C2=CCC1(CCN(CC1)C(=O)OC(C)(C)C)CC2)C)=O)OCC2=CC=CC=C2